methylen-ethene C=C=C